FC(OC1=CC=C(C=C1)N(C=1C=NC=CC1OC)C1CCN(CC1)C1=NC=C(C=N1)S(=O)(=O)C)F N-(4-(Difluoromethoxy)phenyl)-4-methoxy-N-(1-(5-(methylsulfonyl)pyrimidin-2-yl)piperidin-4-yl)pyridin-3-amine